BrC1=CC=CC=2OC3=CC=CC=C3C3(C12)C=1C=CC=CC1C=1C2=C(C=CC13)C=CC=C2 bromospiro[benzo[c]fluorene-7,9'-xanthene]